3-bromo-N-methylimidazo[1,2-b]pyridazin-6-amine BrC1=CN=C2N1N=C(C=C2)NC